(13S)-9,13-dimethyl-25-(methylamino)-14,32-dioxa-3,9,20,22,26,30-hexazahexacyclo[19.6.2.12,5.14,8.115,19.024,28]dotriaconta-1(27),2,4,6,8(31),15(30),16,18,21,23,25,28-dodecaen-10-one CN1C=2C=CC3=C(N=C(C4=CN=C(C5=CN=C(NC6=CC=CC(O[C@H](CCC1=O)C)=N6)C=C45)NC)O3)C2